CO[SiH](CCCSSSCCC[SiH](OC)OC)OC bis(3-dimethoxysilylpropyl) trisulfide